C(C(C(CC(C)C(=O)O)C(=O)O)C(=O)O)C(=O)O 1,2,3,5-hexanetetracarboxylic acid